N-(6-(difluoromethyl)pyridin-3-yl)-2-(1-methyl-1H-imidazol-5-yl)-6-(2-oxaspiro[3.3]heptan-6-yl)pyrimidine-4-carboxamide FC(C1=CC=C(C=N1)NC(=O)C1=NC(=NC(=C1)C1CC2(COC2)C1)C1=CN=CN1C)F